1-{4-[3-(trifluoromethyl)-3H-diazirin-3-yl]benzene-1-sulfonyl}piperazine FC(C1(N=N1)C1=CC=C(C=C1)S(=O)(=O)N1CCNCC1)(F)F